(1s,4s)-4-(4-oxo-1-((2-(trimethylsilyl)ethoxy)methyl)-1,4-dihydro-5H-pyrazolo[4,3-c]pyridin-5-yl)cyclohexane-1-carboxylic acid O=C1N(C=CC2=C1C=NN2COCC[Si](C)(C)C)C2CCC(CC2)C(=O)O